ClC1=NC=CC(=C1[Se]C1=C(C=CC=C1)Cl)N 2-chloro-3-((2-chlorophenyl)hydroseleno)pyridin-4-amine